4-[5-chloro-2-cyclopropyl-6-({6-[(1R,2S)-5'-methoxy-2'-oxo-1',2'-dihydrospiro[cyclopropane-1,3'-indol]-2-yl]-1H-indazol-3-yl}amino)pyrimidin-4-yl]-1λ6-thiomorpholine-1,1-dione ClC=1C(=NC(=NC1NC1=NNC2=CC(=CC=C12)[C@@H]1C[C@@]12C(NC1=CC=C(C=C21)OC)=O)C2CC2)N2CCS(CC2)(=O)=O